OC[C@H](C1=CC=CC=C1)NC1=NC(=NC=C1C1=NC=NN1)NC1=CC=C(C(=O)N(C)C)C=C1 4-[[4-[[(1S)-2-hydroxy-1-phenyl-ethyl]amino]-5-(1H-1,2,4-triazol-5-yl)pyrimidin-2-yl]-amino]-N,N-dimethyl-benzamide